5-ethyl-5H-pyrrolo[2,3-b]pyrazine-6-formaldehyde C(C)N1C(=CC=2C1=NC=CN2)C=O